O.C(C(O)C)(=O)O Monolactate Monohydrate